CSC1=CC=C(C=C1)C(C(C)N1CCOCC1)=O 4'-(methylthio)-2-morpholinopropiophenone